C(C)S(=O)(=O)C=1C=C2CCN(C(C2=CC1)C(=O)OCC)C(=O)OC(C)(C)C 1-ethyl 2-tert-butyl 6-(ethylsulfonyl)-3,4-dihydroisoquinoline-1,2(1H)-dicarboxylate